2-bromo-N-(methylsulfonyl)acetamide CS(=O)(=O)NC(=O)CBr